C(C)N1C(C=NC2=CC=CC(=C12)Cl)=O N-ethyl-8-chloroquinoxalinone